[Te].[Cu].[Ba] barium-copper-tellurium